BrC=1C(=NC=C(C1)Br)N 3,5-dibromo-2-pyridineamine